tert-butyl (3S,4R)-3-fluoro-4-((8-(5-(trifluoromethyl)pyridin-2-yl)-1,6-naphthyridin-5-yl)amino)pyrrolidine-1-carboxylate F[C@H]1CN(C[C@H]1NC1=C2C=CC=NC2=C(C=N1)C1=NC=C(C=C1)C(F)(F)F)C(=O)OC(C)(C)C